(S)-6-((4-((2-hydroxy-1-phenylethyl)amino)-5-(3-(2-hydroxypropan-2-yl)-1,2,4-oxadiazol-5-yl)pyridin-2-yl)amino)-1-isopropyl-2-methyl-1,2-dihydro-3H-indazol-3-one OC[C@H](C1=CC=CC=C1)NC1=CC(=NC=C1C1=NC(=NO1)C(C)(C)O)NC1=CC=C2C(N(N(C2=C1)C(C)C)C)=O